ClC1=C(C=CC=C1)C=1OC(=C(N1)C(=O)O)C1=CNC2=CC=CC=C12 2-(2-chlorophenyl)-5-(1H-indole-3-yl)oxazole-4-carboxylic acid